(5r,7r)-2'-chlorospiro[adamantane-2,9'-fluorene] C1C2CC3CC1CC(C2)C34C5=CC=CC=C5C6=C4C=C(C=C6)Cl